(R)-{(R)-1-methyl-2-azabicyclo[2.1.1]hex-3-yl}(m-chlorophenyl)methanol CC12N[C@H](C(C1)C2)[C@H](O)C2=CC(=CC=C2)Cl